C(C1=CC=CC=C1)NC(=O)C([C@H](C[C@H]1C(NCC1)=O)NC(=O)[C@H]1N(C[C@@H](C1)C(F)(F)F)C(=O)OC(C)(C)C)O tert-butyl (2S,4R)-2-[[(2S)-1-(benzylcarbamoyl)-1-hydroxy-3-[(3S)-2-oxopyrrolidin-3-yl]propan-2-yl]carbamoyl]-4-(trifluoromethyl)pyrrolidine-1-carboxylate